3,5-dichloro-N-(2,8-dimethyl-4-oxo-3-(2-(trifluoromethyl)benzyl)-3,4-dihydroquinazolin-5-yl)-4-hydroxybenzamide ClC=1C=C(C(=O)NC2=C3C(N(C(=NC3=C(C=C2)C)C)CC2=C(C=CC=C2)C(F)(F)F)=O)C=C(C1O)Cl